ClC=1C=C(C=C(C1)NS(=O)(=O)C)NC(=O)C=1SC=C(C1)C1=NC=CC=C1CC(N1CCCC1)=O N-(3-chloro-5-(methylsulfonamido)phenyl)-4-(3-(2-oxo-2-(pyrrolidin-1-yl)ethyl)pyridin-2-yl)thiophene-2-carboxamide